(S)-4-((2-phenoxyethyl)(4-(5,6,7,8-tetrahydro-1,8-naphthyridin-2-yl)butyl)amino)-2-((S)-3,3,3-trifluoro-2-methoxy-2-phenylpropanamido)butanoic acid O(C1=CC=CC=C1)CCN(CC[C@@H](C(=O)O)NC([C@](C(F)(F)F)(C1=CC=CC=C1)OC)=O)CCCCC1=NC=2NCCCC2C=C1